[C@@H](C)(CC)OC1=NC=2N(C=C1C(=O)O)C=C(N2)C21COC(C2)(C1)C (R)-7-(sec-butoxy)-2-(1-methyl-2-oxabicyclo[2.1.1]hex-4-yl)imidazo[1,2-a]pyrimidine-6-carboxylic acid